Cl.FC(OC1=CC2=C(C=C1)[C@@H]1NC(CC[C@@H]1O2)([2H])[2H])(F)F (4aS,9bS)-7-(trifluoromethoxy)-1,2,3,4,4a,9b-hexahydrobenzofuro[3,2-b]pyridine-2,2-d2 hydrochloride